dimethylquinolin-4-amine CC=1C(=NC2=CC=CC=C2C1N)C